8-azadispiro[2.1.55.23]dodecan-4-amine HCl salt Cl.C1CC12C(C1(CCNCC1)CC2)N